pent-4-yn-1-yl-4-methylbenzenesulfonate C(CCC#C)OS(=O)(=O)C1=CC=C(C=C1)C